(2S,4R)-4-(3-thienylmethoxy)-pyrrolidine-2-carboxylic acid S1C=C(C=C1)CO[C@@H]1C[C@H](NC1)C(=O)O